pentatriacontanoic acid heneicosyl ester C(CCCCCCCCCCCCCCCCCCCC)OC(CCCCCCCCCCCCCCCCCCCCCCCCCCCCCCCCCC)=O